Tetrathionat S(=O)(=O)([O-])SSS(=O)(=O)[O-]